6-(2,7-Dimethyl-2H-indazol-5-yl)-4-methoxy-2-(piperidin-4-yl)-1,3-benzothiazol-Hydrochlorid Cl.CN1N=C2C(=CC(=CC2=C1)C1=CC2=C(N=C(S2)C2CCNCC2)C(=C1)OC)C